NC=1C2=C(N=CN1)N(C=C2C2=CC=C(C=1N2C=CN1)NC(=O)NC1=CC(=C(C=C1)CN1CCN(CC1)CCF)C(F)(F)F)C1CC1 1-(5-(4-amino-7-cyclopropyl-7H-pyrrolo[2,3-d]pyrimidin-5-yl)imidazo[1,2-a]pyridin-8-yl)-3-(4-((4-(2-fluoroethyl)-piperazin-1-yl)methyl)-3-(trifluoromethyl)phenyl)urea